C1OC=2C=C(CNC(CCCCCCC=C)=O)C=CC2O1 N-(3,4-methylenedioxybenzyl)8-nonenamide